(S)-1-N-t-Butoxycarbonyl-2-methylpiperazine C(C)(C)(C)OC(=O)N1[C@H](CNCC1)C